octacosa-19,22-dien-11-ol CCCCCCCCCCC(CCCCCCCC=CCC=CCCCCC)O